FC(C1=NC=CC(=C1)N1CC2(C1)C(NCC2)=O)(F)F 2-(2-(trifluoromethyl)pyridin-4-yl)-2,6-diazaspiro[3.4]octan-5-one